Cl.ClC=1C=CC(=NC1)C1=CC2=C(N=C(S2)N)C=C1 6-(5-chloropyridin-2-yl)-1,3-benzothiazol-2-amine hydrochloride